4-((1S,2S,4R)-bicyclo[2.2.1]hept-2-ylamino)-2-(methylthio)pyrimidine-5-carbaldehyde [C@H]12[C@H](C[C@H](CC1)C2)NC2=NC(=NC=C2C=O)SC